6-chloro-N-(4-chloro-5-methoxy-pyrimidin-2-yl)-1H-indole-3-sulfonic acid amide ClC1=CC=C2C(=CNC2=C1)S(=O)(=O)NC1=NC=C(C(=N1)Cl)OC